FC1=C2CN(CC2=CC(=C1)F)C(=O)NC1=CC=C(C=C1)C=1CCN(CC1)C(C(C)(C)O)=O 4,6-difluoro-N-(4-(1-(2-hydroxy-2-methylpropanoyl)-1,2,3,6-tetrahydropyridin-4-yl)phenyl)isoindoline-2-carboxamide